CC1=C(C2=CC=C(C(=C2C=C1)N)C)N 2,6-dimethyl-1,5-diaminonaphthalene